(+-)-3-phenylbutyraldehyde C1(=CC=CC=C1)[C@@H](CC=O)C |r|